2'-chloro-5'-methoxy-N-(5-(6-methoxypyrazine-2-carbonyl)-5,6-dihydro-4H-pyrrolo[3,4-d]thiazol-2-yl)-6-methyl-[4,4'-bipyridine]-3-carboxamide ClC1=NC=C(C(=C1)C1=C(C=NC(=C1)C)C(=O)NC=1SC2=C(N1)CN(C2)C(=O)C2=NC(=CN=C2)OC)OC